C(CCCCCCC)(=O)N[C@@H](CCC(=O)O)C(=O)O N-capryloyl-glutamic acid